5-[2,3-difluoro-4-[3-methyl-1-[2-oxo-2-(pyridazin-4-ylamino)ethyl]pyrazol-4-yl]phenyl]-1-methyl-imidazole-2-carboxamide FC1=C(C=CC(=C1F)C=1C(=NN(C1)CC(NC1=CN=NC=C1)=O)C)C1=CN=C(N1C)C(=O)N